C(C)(C)(C)NC(=O)N tertiarybutylurea